CN1CCC(CC1)C(=O)NC=1C=C2C(=NC1)NC=C2C=2C=C1C=CC=NC1=CC2 1-Methyl-N-(3-(quinolin-6-yl)-1H-pyrrolo[2,3-b]pyridin-5-yl)piperidine-4-carboxamide